1-(1-((cyclohexanecarbonyl)oxy)propyl)-5-(4-(hexyloxy)-1,2,5-thiadiazol-3-yl)-1-methyl-1,2,3,6-tetrahydropyridin-1-ium iodide 1-Chloropropyl-cyclohexanecarboxylate ClC(CC)OC(=O)C1CCCCC1.[I-].C1(CCCCC1)C(=O)OC(CC)[N+]1(CCC=C(C1)C1=NSN=C1OCCCCCC)C